C(C)OC(=O)C=1N=CC=2CN(CCC2C1)C1=CC(=C(C=C1)F)F 7-(3,4-difluorophenyl)-5,6,7,8-tetrahydro-2,7-naphthyridine-3-carboxylic acid ethyl ester